ClC1=C(C=CC=C1C1C(NC(CC1)=O)=O)C1=CC=C(C=C1)N1C(C=CC(=C1)F)=O 3-(2-chloro-4'-(5-fluoro-2-oxopyridin-1(2H)-yl)-[1,1'-biphenyl]-3-yl)piperidine-2,6-dione